6-(azetidin-1-yl)pyridine-2-carbonitrile N1(CCC1)C1=CC=CC(=N1)C#N